O=C1NC2=C(OC1)C=CC(=C2)C(=O)NC2=CC=C(C=C2)CNC2=CC=CC=C2 3-oxo-N-(4-((phenylamino)methyl)phenyl)-3,4-dihydro-2H-benzo[b][1,4]oxazine-6-carboxamide